N-tert-butyloxycarbonyl-1,3-propylenediamine C(C)(C)(C)OC(=O)NCCCN